C1(CCC(CC1)C(C)C)(C)OCC(CO)O 3-1-MENTHOXYPROPANE-1,2-DIOL